ClC1=CC=C(C=C1)C1=N[C@H](C=2N(C3=C1C(=C(S3)C)C)C(=NN2)C)[C@H](C(=O)O)C |r| (±)-(R)-2-((S)-4-(4-chlorophenyl)-2,3,9-trimethyl-6H-thieno[3,2-f][1,2,4]triazolo[4,3-a][1,4]diazepin-6-yl)propionic acid